methyl (1r,4r)-4-((methylsulfonyl)oxy)cyclohexane-1-carboxylate CS(=O)(=O)OC1CCC(CC1)C(=O)OC